C(C)(C)(C)OC([C@H](COC1=CC=C(C=C1)C=1N=CN(C1)CCCNC(=O)OC(C)(C)C)ON)=O (S)-2-(aminooxy)-3-(4-(1-(3-((tert-butoxycarbonyl)amino)propyl)-1H-imidazol-4-yl)phenoxy)propanoic acid tert-butyl ester